NC1=CC=C(OC=2C=C(C=C(C2)OC2=CC=C(C=C2)N)C(F)(F)F)C=C1 3,5-bis(4-aminophenoxy)-benzotrifluoride